N[C@@H](C(=O)O)[C@H](C1=CC=C(C=C1)S(=O)(=O)C)O (2R,3S)-2-amino-3-hydroxy-3-(4-(methylsulfonyl)phenyl)propionic acid